CC1=NC=C(C=C1C(=O)NC(C)C1=NOC(=N1)C)OC[C@H](C)NS(=O)(=O)C(F)(F)F 2-methyl-N-[1-(5-methyl-1,2,4-oxadiazol-3-yl)ethyl]-5-[(2S)-2-(trifluoromethylsulfonylamino)propoxy]pyridine-3-carboxamide